2-[4-[1-(acetoxymethyl)cyclobutyl]-5-benzyloxy-2-fluoro-phenyl]acetic acid C(C)(=O)OCC1(CCC1)C1=CC(=C(C=C1OCC1=CC=CC=C1)CC(=O)O)F